(2S,3R)-5,7-dihydroxy-2-(3,4,5-trihydroxyphenyl)chroman-3-yl 2-fluoro-3,4,5-trihydroxybenzoate FC1=C(C(=O)O[C@H]2[C@@H](OC3=CC(=CC(=C3C2)O)O)C2=CC(=C(C(=C2)O)O)O)C=C(C(=C1O)O)O